CC1=NOC(=N1)C(C)NC=1C2=C(N=CN1)N=CC(=C2)C2=NC=C(C=C2)C N-(1-(3-Methyl-1,2,4-oxadiazol-5-yl)ethyl)-6-(5-methylpyridin-2-yl)pyrido[2,3-d]pyrimidin-4-amine